METHYL-3-FORMYL-4,5-DIMETHYL-1H-PYRROLE-2-CARBOXYLATE COC(=O)C=1NC(=C(C1C=O)C)C